BrC1=CN=CC2=C1OCCN2CCO[Si](C)(C)C(C)(C)C 8-bromo-4-{2-[(tert-butyldimethylsilyl)oxy]ethyl}-2H,3H-pyrido[4,3-b][1,4]oxazine